ClC=1C=C(C=CC1[N+](=O)[O-])S(=O)(=O)Cl 3-chloro-4-nitrobenzene-1-sulfonyl chloride